1-O-Galloyl-β-D-Glucose C(C1=CC(O)=C(O)C(O)=C1)(=O)O[C@H]1[C@H](O)[C@@H](O)[C@H](O)[C@H](O1)CO